bis(3-(2-(dimethylamino)ethyl)-1H-indol-4-yl) (1S,2S)-cyclopropane-1,2-dicarboxylate [C@H]1([C@H](C1)C(=O)OC1=C2C(=CNC2=CC=C1)CCN(C)C)C(=O)OC1=C2C(=CNC2=CC=C1)CCN(C)C